C(C)(C)(C)C1=CC=C(C=C1)C1=C(C(=CC=C1)C1=CC=C(C=C1)C(C)(C)C)I 4,4''-di-tert-butyl-2'-iodo-1,1':3',1''-terphenyl